2-acryloxyethyltrimethylammonium methyl-sulfate COS(=O)(=O)[O-].C(C=C)(=O)OCC[N+](C)(C)C